[(3R,4S)-3-(4-chlorophenyl)-4-hydroxy-pyrrolidin-1-yl]-[3-(4-pyridyl)-1H-pyrazol-5-yl]methanone ClC1=CC=C(C=C1)[C@@H]1CN(C[C@H]1O)C(=O)C1=CC(=NN1)C1=CC=NC=C1